2-(4-(2-fluoro-4-hydroxy-3-isopropylbenzyl)-3-isopropyl-5-methylphenoxy)acetic acid FC1=C(CC2=C(C=C(OCC(=O)O)C=C2C)C(C)C)C=CC(=C1C(C)C)O